C1(CC1)C#C[C@@]1(NC(NC2=CC(=C(C=C12)F)CN1C(=NC=C1)OC)=O)C(C)(F)F (S)-4-(cyclopropylethynyl)-4-(1,1-difluoroethyl)-6-fluoro-7-((2-methoxy-1H-imidazol-1-yl)methyl)-3,4-dihydroquinazolin-2(1H)-one